S(=O)([O-])S(=O)O.S(=O)(O)S(=O)O.[Na+].C(C1CO1)OCCC[Si](OCC)(OCC)OCC 3-(2,3-epoxypropoxy)propyl-triethoxysilane sodium dithionite (hydrosulfite)